N-(2-Isopropyl-4-oxo-4H-quinazolin-3-yl)-2-p-tolyl-propionamide C(C)(C)C1=NC2=CC=CC=C2C(N1NC(C(C)C1=CC=C(C=C1)C)=O)=O